C1(CC1)N1N=C(C(=C1)B1OC(C(O1)(C)C)(C)C)C 1-cyclopropyl-3-methyl-4-(4,4,5,5-tetramethyl-1,3,2-dioxaborolan-2-yl)-1H-pyrazole